F[C@@H]1CN(CC1)C1=NC=CC(=N1)NC1CC2(CC(C2)OC2=C(C(=O)N)C=CC=N2)C1 2-(((2S,4r,6S)-6-((2-((S)-3-fluoropyrrolidin-1-yl)pyrimidin-4-yl)amino)spiro[3.3]heptan-2-yl)oxy)nicotinamide